BrC=1C=NC(=C(C(=O)NC2CC2)C1)Cl 5-bromo-2-chloro-N-cyclopropyl-nicotinamide